5-(3-methoxyphenyl)-1H-pyrazole-3-carboxylic acid methyl ester COC(=O)C1=NNC(=C1)C1=CC(=CC=C1)OC